C1(CC1)C1=CC(=CC=2C=3N(CCOC21)C=NC3)C(=O)NC3CCC(CC3)OCCOC 8-cyclopropyl-N-((1r,4r)-4-(2-methoxyethoxy)cyclohexyl)-5,6-dihydrobenzo[f]imidazo[1,5-d][1,4]oxazepine-10-carboxamide